6,7-difluoro-[1,2,4]triazolo[1,5-a]pyrrolidone FC1C(C=2N(C1=O)N=CN2)F